FC=1C=C(C=C(C1F)F)C=1N=NN(C1)[C@@H]1[C@H]([C@@H](SC=2C(=NC=C(C2)Cl)C#N)O[C@@H]([C@@H]1O)CO)OC 5-Chloro-2-cyanopyridin-3-yl 3-deoxy-3-[4-(3,4,5-trifluorophenyl)-1H-1,2,3-triazol-1-yl]-2-O-methyl-1-thio-α-D-galactopyranoside